[Si](C1=CC=CC=C1)(C1=CC=CC=C1)(C(C)(C)C)OCC(C(=O)NC)OC1=C2C(C=C(N(C2=C(C=N1)Cl)C1=C(C=C(C=C1Cl)OCCO)Cl)C)=O 3-((tert-butyldiphenylsilyl)oxy)-2-((8-chloro-1-(2,6-dichloro-4-(2-hydroxyethoxy)phenyl)-2-methyl-4-oxo-1,4-dihydro-1,6-naphthyridin-5-yl)oxy)-N-methylpropanamide